NC1=NC(=CC(=N1)N1[C@H](COCCC1)C1=C(C=C(NCC(C)(O)C)C=C1)Cl)C 1-[4-[(3S)-4-(2-amino-6-methyl-pyrimidin-4-yl)-1,4-oxazepan-3-yl]-3-chloro-anilino]-2-methyl-propan-2-ol